N1(CCCC1)CCCOC1=CC=C2C(=NC=NC2=C1)NC1CCOCC1 7-(3-(pyrrolidin-1-yl)propoxy)-N-(tetrahydro-2H-pyran-4-yl)quinazolin-4-amine